N-(5-(3-(2,2-dimethylpyrrolidin-1-yl)propanamido)-2-methyl-pyridin-3-yl)-2-(1-methyl-1H-pyrazol-3-yl)pyrazolo[5,1-b]thiazole-7-carboxamide CC1(N(CCC1)CCC(=O)NC=1C=C(C(=NC1)C)NC(=O)C=1C=NN2C1SC(=C2)C2=NN(C=C2)C)C